2-Amino-4-bromo-5-chloro-3-fluoro-benzoic acid NC1=C(C(=O)O)C=C(C(=C1F)Br)Cl